FC1=CC=C(C=C1)[C@@H](CC)N1N=CC(=C1)B1OC(C(O1)(C)C)(C)C |r| racemic-1-(1-(4-fluorophenyl)propyl)-4-(4,4,5,5-tetramethyl-1,3,2-dioxaborolan-2-yl)-1H-pyrazole